(R)-2-amino-2-(1-(2-(2',4-dichloro-3'-hydroxy-[1,1'-biphenyl]-2-yl)ethyl)piperidin-4-yl)-1-(4-(2-ethoxy-6-fluorobenzyl)piperazin-1-yl)ethan-1-one hydrochloride Cl.N[C@@H](C(=O)N1CCN(CC1)CC1=C(C=CC=C1F)OCC)C1CCN(CC1)CCC1=C(C=CC(=C1)Cl)C1=C(C(=CC=C1)O)Cl